(5R,9S)-5-ethyl-9-fluoro-8,8-dimethyl-5-phenyl-5,8,9,10-tetrahydrobenzo[b][1,8]naphthyridin-6(7H)-one C(C)[C@@]1(C2=C(NC=3N=CC=CC13)[C@H](C(CC2=O)(C)C)F)C2=CC=CC=C2